C(C1=CC=CC=C1)(=O)C=1OC2=C(C=CC(=C2C(C1)=O)Br)Br 2-benzoyl-5,8-dibromo-4H-chromen-4-one